2-bromo-7-fluorobenzo[d]thiazole BrC=1SC2=C(N1)C=CC=C2F